O=C1NC(CCC1N1C(C2=CC=C(C=C2C1)C1CCN(CC1)CC1CCN(CC1)C1=CC=C(C=N1)N1C=NC2=CC=CC=C2C1=O)=O)=O 3-{6-[4-({4-[2-(2,6-dioxopiperidin-3-yl)-1-oxo-2,3-dihydro-1H-isoindol-5-yl]piperidin-1-yl}methyl)piperidin-1-yl]pyridin-3-yl}-4-oxo-3,4-dihydroquinazolin